(2S,4R)-1-[2-(3,5-dimethyl-1H-pyrazol-4-yl)acetyl]-4-fluoro-N-[(S)-phenyl[4-(propan-2-yl)phenyl]methyl]pyrrolidine-2-carboxamide CC1=NNC(=C1CC(=O)N1[C@@H](C[C@H](C1)F)C(=O)N[C@H](C1=CC=C(C=C1)C(C)C)C1=CC=CC=C1)C